C(C)C1=C(C=CC(=N1)N)C=1C=CC=C2C=C(C=NC12)C 6-Ethyl-5-(3-methylquinolin-8-yl)pyridin-2-amine